C1(=CC=CC=C1)C(C(=O)OC(C)I)(CCCCCC)C1=CC=CC=C1 1-iodoethyl 2,2-diphenyloctanoate